6,N6-dimethyl-adenosine tert-butyl-4-((6-((4-(methylsulfonyl)phenyl)amino)-1H-pyrazolo[3,4-d]pyrimidin-1-yl)methyl)piperidine-1-carboxylate C(C)(C)(C)C1N(CCC(C1)CN1N=CC=2C1=NC(=NC2)NC2=CC=C(C=C2)S(=O)(=O)C)C(=O)OC[C@@H]2[C@H]([C@H]([C@@H](O2)N2CN=C1C(NC)(N=CN=C21)C)O)O